tert-butyl (2R,3S,4S)-4-[(tert-butoxycarbonyl)oxy]-3-[({5-[(dibenzylamino)methyl]-1,3,4-thiadiazol-2-yl}carbamoyl)oxy]-2-[(4-methoxyphenyl)methyl]pyrrolidine-1-carboxylate C(C)(C)(C)OC(=O)O[C@@H]1[C@H]([C@H](N(C1)C(=O)OC(C)(C)C)CC1=CC=C(C=C1)OC)OC(NC=1SC(=NN1)CN(CC1=CC=CC=C1)CC1=CC=CC=C1)=O